[(2R,3S,7R)-7-(6-tert-butyl-5-methyl-pyrrolo[2,3-b]pyrazin-3-yl)-3-(cyclopropylmethyl)azepan-2-yl]methanol C(C)(C)(C)C1=CC=2C(=NC(=CN2)[C@H]2CCC[C@H]([C@@H](N2)CO)CC2CC2)N1C